3-ethyl-2-thioxothiazolidine C(C)N1C(SCC1)=S